O=C1N(CCC(N1)=O)C1=CN=C2N1C=CC(=C2)C#CCO[C@H]2[C@@H](CN(CC2)C(=O)OC(C)(C)C)C 1-Tert-butyl (3R,4R)-4-[3-[3-(2,4-dioxohexahydropyrimidin-1-yl)imidazo[1,2-a]pyridin-7-yl]prop-2-ynoxy]-3-methyl-piperidine-1-carboxylate